C(C)(C)(C)C1=CC(=NO1)NC(=O)NC1=CC(=C(C=C1)C=1N=NN(C1)C1=CC=C(C=C1)OCCN1CCOCC1)C 1-(5-tert-butylisoxazol-3-yl)-3-(3-methyl-4-(1-(4-(2-morpholinoethoxy)-phenyl)-1H-1,2,3-triazol-4-yl)-phenyl)-urea